2,2-difluoro-3-((2-methyl-6-(3-methyl-4-(((4-(pyridin-3-yl)pyrimidin-2-yl)amino)methyl)isoxazol-5-yl)pyridin-3-yl)carbamoyl)cyclopropane-1-carboxylic acid FC1(C(C1C(NC=1C(=NC(=CC1)C1=C(C(=NO1)C)CNC1=NC=CC(=N1)C=1C=NC=CC1)C)=O)C(=O)O)F